C(C1=CC=CC=C1)N1[C@@H]([C@@H]2CC[C@H](C1)N2C(=O)OC(C)(C)C)C=O Tert-butyl (1S,2S,5R)-3-benzyl-2-formyl-3,8-diazabicyclo[3.2.1]octane-8-carboxylate